(R)-1-chloro-3-(2-chloro-4-(2-(3-chloro-4-((R)-2-hydroxy-3-(ethylsulfonyl)propoxy)phenyl)propan-2-yl)phenoxy)propan-2-ol ClC[C@@H](COC1=C(C=C(C=C1)C(C)(C)C1=CC(=C(C=C1)OC[C@H](CS(=O)(=O)CC)O)Cl)Cl)O